aluminum-nickel-molybdenum [Mo].[Ni].[Al]